C(CCC(=O)OC1=CC=C(C=C1)CO[Si](C)(C)C(C)(C)C)(=O)OC(COC(CCCCCCCCCCCCCCC)=O)COC(CCCCCCCCCCCCCCC)=O 1,3-Bis(palmitoyloxy)propan-2-yl (4-(((tert-butyldimethylsilyl)oxy)methyl)-phenyl) succinate